(4Z)-2-(1-Adamantylamino)-4-(1,3-benzoxazol-6-ylmethylene)-1H-imidazol-5-one C12(CC3CC(CC(C1)C3)C2)NC=2NC(/C(/N2)=C/C2=CC3=C(N=CO3)C=C2)=O